BrC1=C(C(=C(C(=C1)OC(F)F)NC=O)[N+](=O)[O-])C N-[4-bromo-6-(difluoromethoxy)-3-methyl-2-nitrophenyl]carboxamide